N-((4-((((S)-1,4-dioxan-2-yl)methyl)amino)-3-nitrophenyl)sulfonyl)-3-((1H-pyrrolo[2,3-b]pyridin-5-yl)oxy)-4'-((R)-2-(2-cyclopropylphenyl)pyrrolidin-1-yl)[1,1'-biphenyl]-4-carboxamide O1[C@H](COCC1)CNC1=C(C=C(C=C1)S(=O)(=O)NC(=O)C1=C(C=C(C=C1)C1=CC=C(C=C1)N1[C@H](CCC1)C1=C(C=CC=C1)C1CC1)OC=1C=C2C(=NC1)NC=C2)[N+](=O)[O-]